ClC=1C=C(C=NC1)C1=CC(=CC=C1)Cl 5-chloro-3-(3-chlorophenyl)pyridine